tert-butyl 4-[4-[4-[4-[(2,6-dioxo-3-piperidyl)amino]phenyl]-1-piperidyl]-1-piperidyl]-4-oxo-butanoate O=C1NC(CCC1NC1=CC=C(C=C1)C1CCN(CC1)C1CCN(CC1)C(CCC(=O)OC(C)(C)C)=O)=O